IC1=CC(=NN1C)C1CN(C1)C(=O)OC(C)(C)C tert-butyl 3-(5-iodo-1-methyl-1H-pyrazol-3-yl)azetidine-1-carboxylate